[S-]SSS hydrotetrasulfide